4-(2-(7,8-dimethyl-[1,2,4]triazolo[1,5-a]pyridin-6-yl)-3-isopropyl-1H-indol-5-yl)-N-(pyrrolidin-3-yl)piperidine-1-carboxamide CC1=C(C=2N(C=C1C=1NC3=CC=C(C=C3C1C(C)C)C1CCN(CC1)C(=O)NC1CNCC1)N=CN2)C